1-(4-(7-(3,4-dimethoxy-phenyl)pyrazolo[1,5-a]pyrimidine-2-carbonyl)piperazin-1-yl)-2-hydroxyethan-1-one COC=1C=C(C=CC1OC)C1=CC=NC=2N1N=C(C2)C(=O)N2CCN(CC2)C(CO)=O